FC1=CC(=CC2=C1N(N=N2)C)OC2=C(C=C(C=C2)NC=2C1=C(N=CN2)C=CC(=N1)N1CCN(CC1)C(C=C)=O)C 1-(4-(4-((4-((7-fluoro-1-methyl-1H-benzo[d][1,2,3]triazol-5-yl)oxy)-3-methylphenyl)amino)pyrido[3,2-d]pyrimidin-6-yl)piperazin-1-yl)prop-2-en-1-one